acetonitrile adipic acid salt C(CCCCC(=O)O)(=O)O.C(C)#N